C1(=CC=CC=C1)S(=O)(=O)N1CCC2=CC(=CC=C12)[C@H]1[C@@H](C1)NCC1CCN(CC1)C(=O)OCC1=CC=CC=C1 Trans-benzyl 4-((2-(1-(phenylsulfonyl)indolin-5-yl)cyclopropylamino)methyl)piperidine-1-carboxylate